1-(tert-butyl) 2-ethyl 5-((diethoxyphosphoryl)methyl)-1H-indole-1,2-dicarboxylate C(C)OP(=O)(OCC)CC=1C=C2C=C(N(C2=CC1)C(=O)OC(C)(C)C)C(=O)OCC